N=1C=CN2C1CNC(C2)=O 7,8-dihydroimidazo[1,2-a]pyrazin-6(5H)-one